CO[Si](CCC[SiH]1CCCC1)(OC)OC 3-trimethoxysilylpropyl-1-silacyclopentane